C(C)C1=CC=C(C=C1)\C=C\C(=O)C1=CC=C(C=C1)CC 4,4'-diethyl-chalcone